9,12,15-octadectrienol C(CCCCCCCC=CCC=CCC=CCC)O